4-amino-3-picolinate NC1=C(C=NC=C1)C(=O)[O-]